CC1=CC=C(C=N1)C=1C=C2C=CN=C(C2=CN1)NCC1=CC=C(C=C1)C1=CC(=NC=C1)C 6-(6-methylpyridin-3-yl)-N-(4-(2-methylpyridin-4-yl)benzyl)-2,7-naphthyridin-1-amine